(S)-(1-(6-iodopyridin-3-yl)-2-oxopiperidin-3-yl)carbamic acid tert-butyl ester C(C)(C)(C)OC(N[C@@H]1C(N(CCC1)C=1C=NC(=CC1)I)=O)=O